Methyl (S)-3-(p-tolyl)-2,3,4,5-tetrahydrobenzo[f][1,4]oxazepine-8-carboxylate C1(=CC=C(C=C1)[C@H]1COC2=C(CN1)C=CC(=C2)C(=O)OC)C